oxathiolon O1S(CC=C1)=O